OC1CCN(CC1)CC1=CC=C(COC2=C3CN(C(C3=CC=C2)=O)C2C(NC(CC2)=O)=O)C=C1 3-{4-[4-(4-Hydroxy-piperidin-1-ylmethyl)-benzyloxy]-1-oxo-1,3-dihydro-isoindol-2-yl}-piperidine-2,6-dione